3,5-diisopropyl-1-(trifluoromethyl)-1H-pyrazol-4-yl-(carbamoyl)-6,6-dimethyl-6,7-dihydro-5H-pyrazolo[5,1-b][1,3]oxazine-3-sulfonamide C(C)(C)C1=NN(C(=C1C1C(CN2C(O1)=C(C(=N2)C(N)=O)S(=O)(=O)N)(C)C)C(C)C)C(F)(F)F